4-amino-8-((5-fluoro-2-methoxyphenyl)(methyl)amino)-N-propylisoquinoline-3-carboxamide NC1=C(N=CC2=C(C=CC=C12)N(C)C1=C(C=CC(=C1)F)OC)C(=O)NCCC